1-{5-[(R)-(1,3-dimethyl-azetidin-3-yl)-hydroxy-(4-isopropyl-phenyl)-methyl]-pyridazin-3-yl}-pyrrolidin-2-one CN1CC(C1)(C)[C@@](C=1C=C(N=NC1)N1C(CCC1)=O)(C1=CC=C(C=C1)C(C)C)O